5-Methoxythieno[3,2-b]pyridine-6-carbonitrile COC1=C(C=C2C(=N1)C=CS2)C#N